C(C)(C)(C)OC(=O)N1CC2CCC(C1)C2=O.C(#N)C2=C(CCC2)C(=O)NC2=C(C(=C(C(=C2F)F)C2=CC(=CC=C2)OC(F)(F)F)F)F 2-cyano-N-(2,3,5,6-tetrafluoro-3'-(trifluoromethoxy)-[1,1'-biphenyl]-4-yl)cyclopent-1-ene-1-carboxamide Tert-butyl-8-oxo-3-azabicyclo[3.2.1]octane-3-carboxylate